ClC1=C(C(=CC=C1Cl)OC)C1CC(NCC1)CNC(OC(C)(C)C)=O tert-butyl N-[[4-(2,3-dichloro-6-methoxyphenyl)piperidin-2-yl]methyl]carbamate